5-(2-(2-aminoethyl)-4-methyl-2H-indazol-5-yl)-N-(4-(methylsulfonyl)phenyl)-2,6-naphthyridin-3-amine NCCN1N=C2C=CC(=C(C2=C1)C)C1=C2C=C(N=CC2=CC=N1)NC1=CC=C(C=C1)S(=O)(=O)C